Bis(4H-benzo[d][1,3]dioxin-6-yl)methanone O1COCC2=C1C=CC(=C2)C(=O)C2=CC1=C(OCOC1)C=C2